7-(5-(chlorodifluoromethyl)-1,2,4-oxadiazol-3-yl)-N-(methyl(oxo)(m-tolyl)-λ6-sulfaneylidene)imidazo[1,2-a]pyridine-2-carboxamide ClC(C1=NC(=NO1)C1=CC=2N(C=C1)C=C(N2)C(=O)N=S(C=2C=C(C=CC2)C)(=O)C)(F)F